2-(3-acetyl-5-(2-methylpyrimidin-5-yl)-1H-indazol-1-yl)-1-((2S,4R)-2-(4-(6-bromopyridin-2-yl)-1H-imidazol-2-yl)-4-fluoropyrrolidin-1-yl)ethan-1-one C(C)(=O)C1=NN(C2=CC=C(C=C12)C=1C=NC(=NC1)C)CC(=O)N1[C@@H](C[C@H](C1)F)C=1NC=C(N1)C1=NC(=CC=C1)Br